(fluoromethyl)-3-methoxy-N-methyl-4-(2-(3-(trifluoromethoxy)phenethyl)phenoxy)butan-1-amine FCC(CC(COC1=C(C=CC=C1)CCC1=CC(=CC=C1)OC(F)(F)F)OC)NC